(E) and (Z)-3-hexenyl isobutyrate C(C(C)C)(=O)OCCC=CCC